NCCC[Si](CC)(CC)C 3-aminopropylmethyldiethylsilane